The molecule is an alkylglucosinolic acid that is 1-thio-beta-D-glucose in which the anomeric sulfanyl hydrogen has been replaced by a 8-(methanesulfinyl)-N-(sulfooxy)octanimidoyl group. It has a role as a plant metabolite. It is a sulfoxide and a glucosinolic acid. CS(=O)CCCCCCCC(=NOS(=O)(=O)O)S[C@H]1[C@@H]([C@H]([C@@H]([C@H](O1)CO)O)O)O